tert-butyl ((methylsulfonyl)oxy)pyrrolidine-1-carboxylate CS(=O)(=O)OC1N(CCC1)C(=O)OC(C)(C)C